FC=1C=C(C=C(C1)F)N(C1=CC=C2C=C(COC2=C1)C(C(F)(F)F)=O)C1=CC(=CC(=C1)F)F 7-[bis(3,5-difluorophenyl)amino]-3-(2,2,2-trifluoroethan-1-one-1-yl)-2H-chromene